[C@H]1(NCC2=CC=CC=C12)C(=O)O (R)-isoindoline-1-carboxylic acid